2-hydroxymethylpropane-1,3-diol OCC(CO)CO